C1(CCCC1)NC(=O)N1CCN(CC1)C1=C(C(=C(C=C1)C=1C=NNC1)F)F N-cyclopentyl-4-(2,3-difluoro-4-(1H-pyrazol-4-yl)phenyl)piperazine-1-carboxamide